tert-butyl ((1R,3R)-3-(16-hydroxy-2,5,8,11,14-pentaoxahexadecyl) cyclobutyl)carbamate OCCOCCOCCOCCOCCOCC1CC(C1)NC(OC(C)(C)C)=O